(1R,3S)-3-{5-[(2,2-dioxo-1,3-dihydro-2λ6-benzo[c]thiophen-5-yl)amino]-4-methyl-1-(2-methylprop-2-yl)pyrazol-3-yl}cyclopentyl [(4-nitrophenyl)oxy]methanoate [N+](=O)([O-])C1=CC=C(C=C1)OC(=O)O[C@H]1C[C@H](CC1)C1=NN(C(=C1C)NC1=CC2=C(CS(C2)(=O)=O)C=C1)C(C)(C)C